(4S,4'R)-6-chloro-4'-[(ethylamino)methyl]-1'-(4-isoquinolyl)-2-[(tetrahydropyran-4-ylmethyl)]spiro[3H-isoquinoline-4,3'-pyrrolidine]-1,2'-dione ClC=1C=C2C(=CC1)C(N(C[C@@]21C(N(C[C@H]1CNCC)C1=CN=CC2=CC=CC=C12)=O)CC1CCOCC1)=O